S(=O)(=O)(O)O.N1C=NCC1 imidazoline sulfate salt